Cl.NCC(CCC(C)C)=O 1-amino-5-methylhexan-2-one hydrogen chloride